N-(5-(((5's)-5'-methyl-5H-spiro[furo[3,4-b]pyridin-7,3'-pyrrolidin]-1'-yl)methyl)thiazol-2-yl)acetamide C[C@H]1CC2(CN1CC1=CN=C(S1)NC(C)=O)OCC=1C2=NC=CC1